α-methyl-β-hydroxypropionic acid methanesulfonyl ester CS(=O)(=O)OC(C(CO)C)=O